4,4'-(3,6-bis(trifluoromethyl)-9H-fluorene-9,9-diyl)diphenol FC(C=1C=CC=2C(C3=CC=C(C=C3C2C1)C(F)(F)F)(C1=CC=C(C=C1)O)C1=CC=C(C=C1)O)(F)F